(4-methylpiperazin-1-yl)-2-((tetrahydrofuran-3-yl)oxy)aniline CN1CCN(CC1)NC1=C(C=CC=C1)OC1COCC1